C(#N)C=1C=C(C=CC1)C=1N=C(SC1C1=CC(=NC(=C1)CC)CC)NC(=O)N1CC2(CCOC2)CC1 N-[4-(3-cyanophenyl)-5-(2,6-diethyl-4-pyridyl)thiazol-2-yl]-2-oxa-7-azaspiro[4.4]nonane-7-carboxamide